ClC=1N=C2C(=C(C(N(C2=CC1)C)=O)C#N)N1CCN(CC1)CC1=CC(=CC(=C1)O)Cl 6-chloro-4-{4-[(3-chloro-5-hydroxyphenyl)methyl]piperazin-1-yl}-1-methyl-2-oxo-1,2-dihydro-1,5-naphthyridine-3-carbonitrile